NC1=CC=C(C=N1)/C=C/C(=O)NCC=1OC2=C(C1)C=C(C=C2Cl)C=2C=C1CN(C(C1=CC2)=O)C (E)-3-(6-aminopyridin-3-yl)-N-((7-chloro-5-(2-methyl-1-oxoisoindolin-5-yl)benzofuran-2-yl)methyl)acrylamide